(1S,3S)-3-((6-(5-((((3-Chlorobenzyl)(methyl)carbamoyl)oxy)methyl)-1-methyl-1H-pyrazol-4-yl)-2-methylpyridin-3-yl)oxy)cyclohexan ClC=1C=C(CN(C(=O)OCC2=C(C=NN2C)C2=CC=C(C(=N2)C)OC2CCCCC2)C)C=CC1